2-fluoro-4-methoxy-N-(methyl(oxo)(4-(5-(trifluoromethyl)-1,2,4-oxadiazol-3-yl)phenyl)-λ6-sulfaneylidene)benzamide FC1=C(C(=O)N=S(C2=CC=C(C=C2)C2=NOC(=N2)C(F)(F)F)(=O)C)C=CC(=C1)OC